C1(=CC=C(C=C1)CO[C@H]1C[C@H](N(C1)C(=O)OC(C)(C)C)C(=O)OC)C1=CC=CC=C1 1-(tert-butyl) 2-methyl (2S,4S)-4-([1,1'-biphenyl]-4-ylmethoxy)pyrrolidine-1,2-dicarboxylate